5-(3-isopropyl-5-(piperidin-4-yl)-1H-indol-2-yl)-1-methyl-3-(piperidin-1-yl)pyridin-2(1H)-one TFA salt OC(=O)C(F)(F)F.C(C)(C)C1=C(NC2=CC=C(C=C12)C1CCNCC1)C=1C=C(C(N(C1)C)=O)N1CCCCC1